C(C)(=O)N1CC(C1)NC=1C=CC=C2CCN(CC12)C(=O)OC(C)(C)C t-butyl 8-((1-acetylazetidin-3-yl)amino)-3,4-dihydroisoquinoline-2(1H)-carboxylate